BrC1=C(C=CC2=C1C=C(O2)C(=O)O)N2CCN(CC2)S(=O)(=O)CC2=CC(=CC=C2)Cl 4-bromo-5-[4-(3-chloro-phenylmethanesulfonyl)-piperazin-1-yl]-benzofuran-2-carboxylic acid